4-(dimethylamino)benzene-1-sulfonyl chloride CN(C1=CC=C(C=C1)S(=O)(=O)Cl)C